tert-butyl 1'-(2-((2-(2,6-dioxopiperidin-3-yl)-1,3-dioxoisoindolin-4-yl)oxy)acetyl)-[4,4'-bipiperidine]-1-carboxylate O=C1NC(CCC1N1C(C2=CC=CC(=C2C1=O)OCC(=O)N1CCC(CC1)C1CCN(CC1)C(=O)OC(C)(C)C)=O)=O